3-amino-1-(2-hydroxyethyl)-1H-pyrrole-2-carboxylic acid ethyl ester hydrochloride Cl.C(C)OC(=O)C=1N(C=CC1N)CCO